(R)-10-methyl-3-(3-methyl-5-vinyl-1H-pyrazol-1-yl)-9,10,11,12-tetrahydro-8H-[1,4]diazepino[5',6':4,5]thieno[3,2-f]quinolin-8-one C[C@H]1NC(C2=C(C=3C=4C=CC(=NC4C=CC3S2)N2N=C(C=C2C=C)C)NC1)=O